2-(((5Z,8Z,11Z,14Z,17Z)-icosa-5,8,11,14,17-pentaen-1-yl)oxy)butanoic acid C(CCC\C=C/C\C=C/C\C=C/C\C=C/C\C=C/CC)OC(C(=O)O)CC